ClC1=CC=2[C@@](C3=CC=CC=C3C2C=C1)(C(=O)N1[C@H]2CC([C@@H]([C@H]1C(=O)N[C@@H](C[C@H]1C(NCCC1)=O)C#N)CC2)(F)F)O (1R,3S,4R)-2-((S)-2-chloro-9-hydroxy-9H-fluorene-9-carbonyl)-N-((S)-1-cyano-2-((S)-2-oxopiperidin-3-yl)ethyl)-5,5-difluoro-2-azabicyclo[2.2.2]octane-3-carboxamide